COC1=CC=C2C3=C(C=C4C(=C3NC2=C1)C=CN=C4)C#N 9-methoxy-11H-pyrido[4,3-a]carbazole-6-carbonitrile